C(C)(C)(C)OC(=O)N1CC=2C=CC(=NC2C(C1)N1CCOCC1)S(=O)(=O)Cl 2-(Chlorosulfonyl)-8-morpholino-7,8-dihydro-1,6-naphthyridine-6(5H)-carboxylic acid tert-butyl ester